[N+](=O)([O-])C1=CC=C(CCN2C(C3=CC=CC=C3C2=O)=O)C=C1 2-(4-nitrophenethyl)isoindoline-1,3-dione